CC=1C=CC(N(C1)C=1C=NC(=CC1)N[C@@H]1C[C@H](CC1)NC=1N=NC(=CN1)C(=O)NC1COC1)=O 3-(((1S,3S)-3-((5-Methyl-2-oxo-2H-[1,3'-bipyridin]-6'-yl)amino)cyclopentyl)amino)-N-(oxetan-3-yl)-1,2,4-triazine-6-carboxamide